4-(carbazolyl)biphenyl C1(=CC=CC=2C3=CC=CC=C3NC12)C1=CC=C(C=C1)C1=CC=CC=C1